5-(2-ethylbenzoyl)-2-fluorobenzaldehyde C(C)C1=C(C(=O)C=2C=CC(=C(C=O)C2)F)C=CC=C1